C(CCCCCCCCCCC1CO1)F epoxytridecyl fluoride